1,2-bisaziridinyl-butane N1(CC1)CC(CC)N1CC1